N,N'-bis(2-methyl-1-imidazolyl-ethyl)urea CCC(C=1NC=CN1)NC(=O)NC(CC)C=1NC=CN1